Methyl 2-cyclopropylpiperidine-4-carboxylate C1(CC1)C1NCCC(C1)C(=O)OC